(S)- and (R)-2-((4-chlorophenethyl)amino)-2-phenyl-1-(6-(pyridin-2-yl)-1H-indol-3-yl)ethan-1-one ClC1=CC=C(CCN[C@H](C(=O)C2=CNC3=CC(=CC=C23)C2=NC=CC=C2)C2=CC=CC=C2)C=C1 |r|